2-{[4-(4-amino-3-chlorophenyl)-1-oxo-2,3-dihydro-1H-isoindol-2-yl]methyl}prop-2-enamide NC1=C(C=C(C=C1)C1=C2CN(C(C2=CC=C1)=O)CC(C(=O)N)=C)Cl